C(C1=CC=CC=C1)NCC(C)NCC1=CC=CC=C1 N,N'-dibenzyl-1,2-propylenediamine